OCCCNCCCO bis-(3-hydroxypropyl)-amine